(2S,5'R)-N-(2,4-dichlorobenzyl)-5'-fluoro-6',7'-dihydro-5'H-spiro[oxirane-2,8'-quinoline]-5'-carboxamide ClC1=C(CNC(=O)[C@@]2(C=3C=CC=NC3[C@]3(CC2)OC3)F)C=CC(=C1)Cl